1-palmitoyl-2-oleoyl-3-butyrylglycerol C(CCCCCCCCCCCCCCC)(=O)OCC(OC(CCCCCCC\C=C/CCCCCCCC)=O)COC(CCC)=O